(3R,5S)-N-[6,7-dimethoxy-1H,2H,3H-cyclopenta[b]quinolin-9-yl]-5-fluoropiperidin-3-amine COC=1C(=CC=2C(=C3C(=NC2C1)CCC3)N[C@H]3CNC[C@H](C3)F)OC